CC1=C2C(=NC=C1)CC(C2)C=O 4-methyl-6,7-dihydro-5H-cyclopenta[b]pyridine-6-carbaldehyde